2-(5-(cyclohex-1-en-1-yl)pyridin-2-yl)-6-fluorobenzonitrile C1(=CCCCC1)C=1C=CC(=NC1)C1=C(C#N)C(=CC=C1)F